(1R,5S,8s)-3,5-bis(trifluoromethyl)benzyl 8-((1H-benzo[d][1,2,3]triazole-5-carboxamido)methyl)-3-azabicyclo[3.2.1]octane-3-carboxylate N1N=NC2=C1C=CC(=C2)C(=O)NCC2[C@@H]1CN(C[C@H]2CC1)C(=O)OCC1=CC(=CC(=C1)C(F)(F)F)C(F)(F)F